N3,N3,1-tris[(4-methoxyphenyl)methyl]-N5-(4-nitrophenyl)pyrazolo[3,4-b]pyridine-3,5-diamine COC1=CC=C(C=C1)CN(C1=NN(C2=NC=C(C=C21)NC2=CC=C(C=C2)[N+](=O)[O-])CC2=CC=C(C=C2)OC)CC2=CC=C(C=C2)OC